N-(5-formyl-2-(methylthio)pyrimidin-4-yl)-N-((3S,4R)-4-methoxytetrahydrofuran-3-yl)glycine methyl ester COC(CN([C@H]1COC[C@@H]1OC)C1=NC(=NC=C1C=O)SC)=O